[4-[(2,6-dioxo-3-piperidinyl)amino]-2-fluoro-phenyl]piperidine-4-carboxamide O=C1NC(CCC1NC1=CC(=C(C=C1)N1CCC(CC1)C(=O)N)F)=O